20-(palmitoleoyloxy)eicosanoic acid C(CCCCCCC\C=C/CCCCCC)(=O)OCCCCCCCCCCCCCCCCCCCC(=O)O